BrC(=CC(=O)C=1SC=CC1)Br 3,3-Dibromo-1-(thiophen-2-yl)prop-2-en-1-one